C(C)OC(=O)C1=CC2=C(S1)C=C(C(=C2I)O)OC 5-hydroxy-4-iodo-6-methoxybenzo[b]thiophene-2-carboxylic acid ethyl ester